C(C1=CC=CC=C1)OC(C=C[C@@H]1N(CCN(C1)C(=O)OC(C)(C)C)C(=O)OC(C)(C)C)=O 1,4-di-tert-butyl (2S)-2-[3-(benzyloxy)-3-oxoprop-1-en-1-yl]piperazine-1,4-dicarboxylate